FC(C1=CC=C(COC2=CC=C(CN3C=NC(=C3)C(=O)OC)C=C2)C=C1)(F)F methyl 1-(4-((4-(trifluoromethyl) benzyl) oxy) benzyl)-1H-imidazole-4-carboxylate